2-((8-bromo-6-cyclopropylimidazo[1,2-a]pyridin-2-yl)methyl)pyrazolo-[1,5-a]pyrazin-4-ol BrC=1C=2N(C=C(C1)C1CC1)C=C(N2)CC2=NN1C(C(=NC=C1)O)=C2